2-ethynyl-6,7-dihydro-5H-pyrrolo[1,2-b][1,2,4]triazole C(#C)C=1N=C2N(N1)CCC2